C(C)C1(COC1)COCC1=CC=C(C=C1)COCC1(COC1)CC 1,4-bis[(3-ethyl-3-oxetanyl)methoxymethyl]benzene